{3-[2-(morpholin-4-yl)-8-(1H-pyrazol-5-yl)-1,7-naphthyridin-4-yl]phenyl}(piperidin-1-yl)methanone N1(CCOCC1)C1=NC2=C(N=CC=C2C(=C1)C=1C=C(C=CC1)C(=O)N1CCCCC1)C1=CC=NN1